ACETOXYANDROSTENEDIONE C(C)(=O)OC[C@@]12C(=O)CC[C@H]1[C@@H]1CCC3=CC(=O)CC[C@]3(C)[C@H]1CC2